ClC1=CC=C(C(=N1)C)C(C)O 1-(6-chloro-2-methylpyridin-3-yl)ethanol